4-trideuteromethyl-3,5-dimethoxy-phenethylamine [2H]C(C1=C(C=C(CCN)C=C1OC)OC)([2H])[2H]